S1C(=CC=C1)C1=C2C(=C(N=N1)C1=C(C=C(C=C1)C(F)(F)F)C(F)(F)F)N=CC=N2 5-(2-thienyl)-8-(2,4-bis-trifluoromethylphenyl)pyrazino[2,3-D]pyridazine